O[C@@H]1[C@H]([C@@H](O[C@@H]([C@H]1O)NC=1C2=C(N=CN1)C=CN2)C)NC(=O)[C@@H]2N(CCC2)C(=O)OC(C)(C)C tert-butyl (2R)-2-[[(2S,3R,4R,5S,6S)-4,5-dihydroxy-2-methyl-6-(5H-pyrrolo[3,2-d]pyrimidin-4-ylamino)tetrahydropyran-3-yl]carbamoyl]pyrrolidine-1-carboxylate